C(#N)C1=CC(=C(COC2=NC(=NC=C2)N2CCN(C3CC23)CC2=NC3=C(N2CC2=CN=CS2)C=C(C=C3)C(=O)OC)C=C1)F methyl 2-((5-(4-((4-cyano-2-fluorobenzyl) oxy) pyrimidin-2-yl)-2,5-diazabicyclo[4.1.0]hept-2-yl) methyl)-1-(thiazol-5-ylmethyl)-1H-benzo[d]imidazole-6-carboxylate